N-(2-(3-(Dimethylamino)propoxy)-5-(3'-methyl-2'-oxo-2',3'-dihydrospiro[azetidine-3,1'-pyrrolo[2,3-c]quinolin]-8'-yl)pyridin-3-yl)methanesulfonamide CN(CCCOC1=NC=C(C=C1NS(=O)(=O)C)C1=CC=2C3=C(C=NC2C=C1)N(C(C31CNC1)=O)C)C